FC1=CC(=C(C=C1)C1=CC(OC2=CC(=CC=C12)O)=O)[N+](=O)[O-] 4-(4-fluoro-2-nitro-phenyl)-7-hydroxy-chromen-2-one